BrC=1C=C2C(=NC(=NC2=CC1)C)N[C@H](C)C1=C(C(=CC(=C1)O[Si](C)(C)C(C)(C)C)C(F)F)F (R)-6-bromo-N-(1-(5-((tert-butyldimethylsilyl)oxy)-3-(difluoromethyl)-2-fluorophenyl)ethyl)-2-methylquinazolin-4-amine